NC1=NC(=NC=C1CN(C=O)\C(\C)=C(\CCO)/SSC\C=C\C)C N-((4-amino-2-methylpyrimidin-5-yl)methyl)-N-((Z)-3-(((E)-but-2-en-1-yl)disulfanyl)-5-hydroxypent-2-en-2-yl)carboxamide